NC([C@@](CO)(C)NC(=O)C1=C(OC2=C1C=C(C=C2)OCC2=NC=C(C=C2)F)C)=O (S)-N-(1-amino-3-hydroxy-2-methyl-1-oxopropan-2-yl)-5-((5-fluoropyridin-2-yl)methoxy)-2-methylbenzofuran-3-carboxamide